((2R,3R,4R,5R,6R)-3-acetoxy-6-allyl-5-methoxy-4-(4-(3,4,5-trifluorophenyl)-1H-1,2,3-triazol-1-yl)tetrahydro-2H-pyran-2-yl)methyl acetate C(C)(=O)OC[C@H]1O[C@@H]([C@@H]([C@H]([C@H]1OC(C)=O)N1N=NC(=C1)C1=CC(=C(C(=C1)F)F)F)OC)CC=C